N-(3-(((7-(1H-pyrazol-4-yl)-2,3-dihydrofuro[3,2-c]pyridin-4-yl)amino)methyl)phenyl)-7-methyl-5,6,7,8-tetrahydro-1,7-naphthyridine-3-carboxamide N1N=CC(=C1)C=1C2=C(C(=NC1)NCC=1C=C(C=CC1)NC(=O)C=1C=NC=3CN(CCC3C1)C)CCO2